6-Chloro-N-[6-[2-(difluoromethoxy)ethoxy]-5-fluoro-2-methoxypyridin-3-yl]-1H-indol-3-sulfonamid ClC1=CC=C2C(=CNC2=C1)S(=O)(=O)NC=1C(=NC(=C(C1)F)OCCOC(F)F)OC